C(C)OC(C)(C)C tertiary-butyl ethyl ether